methyl 3-(3-{[(4-methoxybenzyl)oxy]methyl}-4-methylphenyl)-3-[5-(2-methyl-1,3-dioxolan-2-yl)thiophen-2-yl]propanoate COC1=CC=C(COCC=2C=C(C=CC2C)C(CC(=O)OC)C=2SC(=CC2)C2(OCCO2)C)C=C1